(rac)-1-(4-bromo-5-methyl-1H-pyrazol-3-yl)-3-{[tert-butyl-(dimethyl)silyl]oxy}propan-1-ol BrC=1C(=NNC1C)[C@@H](CCO[Si](C)(C)C(C)(C)C)O |r|